6-(2,6-dichloro-4-nitrophenoxy)-2-(pyridine-3-yl)-3,4-dihydroisoquinoline ClC1=C(OC=2C=C3CCN(CC3=CC2)C=2C=NC=CC2)C(=CC(=C1)[N+](=O)[O-])Cl